8'-fluoro-1',4'-dihydro-2'H-spiro[cyclopropane-1,3'-quinolin]-2'-one FC=1C=CC=C2CC3(C(NC12)=O)CC3